ClC1=C(C=C(C=C1OC)OC)C1=NC(=C2C=C(N=CC2=C1)N[C@H]1[C@H](COC1)NC(C=C)=O)NCCN(C)C N-((3R,4S)-4-((7-(2-chloro-3,5-dimethoxyphenyl)-5-((2-(dimethylamino)ethyl)amino)-2,6-naphthyridin-3-yl)amino)tetrahydrofuran-3-yl)acrylamide